4-(N-(1-benzyl-4-(hydroxymethyl)-2-oxopyrrolidin-3-yl)sulfamoyl)-3-fluoro-1-methyl-1H-pyrrole-2-carboxylic acid ethyl ester C(C)OC(=O)C=1N(C=C(C1F)S(NC1C(N(CC1CO)CC1=CC=CC=C1)=O)(=O)=O)C